C(CCCCCCCCCCCCCC)N1CCN(CC1)C 1-pentadecyl-4-methylpiperazine